ClC=1C=C(C=CC1F)NC(=O)C=1C=2CC[C@@H](C2C(=CC1)F)NS(=O)(=O)C1CCCCC1 (S)-N-(3-chloro-4-fluorophenyl)-1-(cyclohexanesulfonamido)-7-fluoro-2,3-dihydro-1H-indene-4-carboxamide